N=1C(N=C2C=NC=3C=CC=CC3C21)=O Z-imidazo[4,5-c]quinolin-2-one